C(C)SC(=CCC(CCC=C(C)C)C)SCC 1,1-bis(ethylthio)-4,8-dimethylnona-1,7-diene